BrC1=C2C(N(C(C2=CC(=C1)C=1C=CC=2N(C1)N=CN2)=O)CC2=CC=C(C=C2)OC)C2=C(C=CC(=C2)F)Cl 4-bromo-3-(2-chloro-5-fluorophenyl)-2-[(4-methoxyphenyl)methyl]-6-{[1,2,4]triazolo[1,5-a]pyridin-6-yl}-2,3-dihydro-1H-isoindol-1-one